1-[1-[4-(trifluoromethoxy)phenyl]cyclopropanecarbonyl]pyrrolidine-2-carboxamide FC(OC1=CC=C(C=C1)C1(CC1)C(=O)N1C(CCC1)C(=O)N)(F)F